(5-Fluoro-3-iodo-1H-indol-2-yl)(pyridin-3-yl)methanone FC=1C=C2C(=C(NC2=CC1)C(=O)C=1C=NC=CC1)I